C(C)OC1=C(C(=CC(=C1)CN1CCC2(CN(C(O2)=O)C2=CC=C(C(=O)NCCNC(=O)NC(CO)(CO)CO)C=C2)CC1)OCC)C1=CC=C(C=C1)F 4-(8-((2,6-diethoxy-4'-fluoro-[1,1'-biphenyl]-4-yl)methyl)-2-oxo-1-oxa-3,8-diazaspiro[4.5]decan-3-yl)-N-(2-(3-(1,3-dihydroxy-2-(hydroxymethyl)propan-2-yl)ureido)ethyl)benzamide